tert-butyl (3-(8-methoxy-3-neopentyl-4-oxo-3,4-dihydroquinazolin-2-yl)propyl)(methyl)carbamate COC=1C=CC=C2C(N(C(=NC12)CCCN(C(OC(C)(C)C)=O)C)CC(C)(C)C)=O